COCC1OC1 2-(methoxymethyl)oxirane